C(C)(C)C1=NOC(=N1)N1CCC(CC1)C(C)OC=1SC2=NC(=CC=C2N1)C=1C=NSC1 2-(1-(1-(3-isopropyl-1,2,4-oxadiazol-5-yl)piperidin-4-yl)ethoxy)-5-(isothiazol-4-yl)thiazolo[5,4-b]pyridine